N1=CN=CC2=C1CN(CC2)C(=O)C2CC21CCN(CC1)C(=O)OC(C(F)(F)F)C(F)(F)F 1,1,1,3,3,3-hexafluoropropan-2-yl (+)-1-(5,6,7,8-tetrahydropyrido[3,4-d]pyrimidine-7-carbonyl)-6-azaspiro[2.5]octane-6-carboxylate